(S)-N-[4-(3-amino-propoxy)-phenyl]-3-(2-(3-(guanidino)-benzoylamino)-acetylamino)-succinamic acid trifluoroacetate salt FC(C(=O)O)(F)F.NCCCOC1=CC=C(C=C1)NC([C@H](CC(=O)O)NC(CNC(C1=CC(=CC=C1)NC(=N)N)=O)=O)=O